1-methylbenzo[2,1-g]quinoxalin-2(1H)-one CN1C(C=NC=2C=C3C(=CC12)C=CC=C3)=O